4-(2-(2-(1-methyl-1H-imidazol-4-yl)ethoxy)-6-(3-(m-tolyl)-1H-pyrazol-1-yl)pyrimidin-4-yl)morpholine CN1C=NC(=C1)CCOC1=NC(=CC(=N1)N1CCOCC1)N1N=C(C=C1)C=1C=C(C=CC1)C